cis-2-[8-dimethylamino-3-[(4-methoxyphenyl)-methyl]-2-oxo-8-phenyl-1,3-diazaspiro[4.5]decan-1-yl]-acetic acid CN(C1(CCC2(CN(C(N2CC(=O)O)=O)CC2=CC=C(C=C2)OC)CC1)C1=CC=CC=C1)C